7,10-PENTADECADIYNOIC ACID C(CCCCCC#CCC#CCCCC)(=O)O